tert-butyl (3R,6S)-4-benzyl-6-hydroxy-3-isopropyl-1,4-diazepane-1-carboxylate C(C1=CC=CC=C1)N1[C@@H](CN(C[C@H](C1)O)C(=O)OC(C)(C)C)C(C)C